N=1NC(C=CC1)=O pyridazine-3(2H)-on